N-((S)-1-(cyanomethyl)-2-oxopyrrolidin-3-yl)-2-(N-(1-((R)-1-(naphthalen-1-yl)ethyl)piperidin-4-yl)methylsulfonamido)acetamide C(#N)CN1C([C@H](CC1)NC(CN(S(=O)(=O)C)C1CCN(CC1)[C@H](C)C1=CC=CC2=CC=CC=C12)=O)=O